ClC1=CC=C(C=C1)C1=CC=C(C=C1)[N+](=O)[O-] 4-chloro-4'-nitro-1,1'-biphenyl